ClC1=C2C=NN(C2=C(C=C1)C(=O)NC1CC2(CCC2)C1)CC1=CC(=C(C=C1)C1=CCCC1)F (Sa)-6-(4-Chloro-1-(4-(cyclopent-1-en-1-yl)-3-fluorobenzyl)-1H-indazol-7-carboxamido)-spiro[3.3]heptan